N-(3-chloro-4-fluorophenyl)-N-(3,4-dimethoxybenzyl)-7-(1-methyl-1H-pyrazol-4-yl)quinazoline-4,6-diamine ClC=1C=C(C=CC1F)N(C1=NC=NC2=CC(=C(C=C12)N)C=1C=NN(C1)C)CC1=CC(=C(C=C1)OC)OC